6-bromo-9H-pyrido[2,3-b]indole BrC=1C=C2C3=C(NC2=CC1)N=CC=C3